CC=1N(C(=C(N1)C)C(=O)O)C1=CC=C(C=C1)C 2,4-dimethyl-1-(4-methylphenyl)-1H-imidazole-5-carboxylic acid